5-(2-(4-fluorobenzyl)pyrrolidin-1-yl)-1H-benzo[d]imidazole FC1=CC=C(CC2N(CCC2)C2=CC3=C(NC=N3)C=C2)C=C1